S(N)(OC[C@@H]1[C@H]([C@H]([C@@H](C1)NC1=NC=NC=C1C(=O)C=1SC(=C(C1)[C@H](C1=CC(=CC=C1)Br)N)Cl)O)O)(=O)=O [(1R,2R,3S,4R)-4-{[5-({4-[(S)-amino(3-bromophenyl)methyl]-5-chloro-2-thienyl} carbonyl)pyrimidin-4-yl]amino}-2,3-dihydroxy cyclopentyl]methyl sulfamate